methyl 4-(2-(methoxycarbonyl) cyclopent-1-en-1-yl)-3-nitrobenzoate COC(=O)C1=C(CCC1)C1=C(C=C(C(=O)OC)C=C1)[N+](=O)[O-]